5-((4-(1-((3-fluorobicyclo[1.1.1]pentan-1-yl)methyl)-1H-benzo[d]imidazol-2-yl)piperidin-1-yl)methyl)-1-(2-fluorophenyl)-3-methyl-1H-indazole FC12CC(C1)(C2)CN2C(=NC1=C2C=CC=C1)C1CCN(CC1)CC=1C=C2C(=NN(C2=CC1)C1=C(C=CC=C1)F)C